isopropyl 1-[3-[(3R)-3-amino-5-[(4-chlorophenyl)methyl]-8-fluoro-1,1,4-trioxo-2,3-dihydro-1lambda6,5-benzothiazepin-7-yl]-1,2,4-oxadiazol-5-yl]-3-azabicyclo[3.1.1]heptane-3-carboxylate N[C@H]1CS(C2=C(N(C1=O)CC1=CC=C(C=C1)Cl)C=C(C(=C2)F)C2=NOC(=N2)C21CN(CC(C2)C1)C(=O)OC(C)C)(=O)=O